6-((2,6-dichloro-1-(1-propyl-1H-pyrazol-4-yl)-1H-indol-3-yl)thio)picolinic acid ClC=1N(C2=CC(=CC=C2C1SC1=CC=CC(=N1)C(=O)O)Cl)C=1C=NN(C1)CCC